CC[C@]12CC(=C3[C@@]4([C@H]1[NH+](CC4)CC=C2)C5=C(N3)C=C(C=C5)O)C(=O)OC The molecule is the indole alkaloid cation that is the conjugate acid of 16-hydroxytabersonine, arising from protonation of the tertiary amino function; major species at pH 7.3. It is a conjugate acid of a 16-hydroxytabersonine.